tert-butyl (4R)-4-(3-(1,3-dioxoisoindolin-2-yl)-2-fluoropropyl)-2,2-dimethyloxazolidine-3-carboxylate O=C1N(C(C2=CC=CC=C12)=O)CC(C[C@H]1N(C(OC1)(C)C)C(=O)OC(C)(C)C)F